(R)-2-amino-3-(3-fluoro-5-(1-propyl-1H-1,2,3-triazol-5-yl)benzamido)propanoic acid N[C@@H](C(=O)O)CNC(C1=CC(=CC(=C1)C1=CN=NN1CCC)F)=O